BrC1=C2C=C(C(=NC2=CC=C1NC(=O)NCC(CC)O)C)C1=CC=CC=C1 1-(5-bromo-2-methyl-3-phenylquinolin-6-yl)-3-(2-hydroxybutyl)urea